FC(C1=NC=CC=C1C1=NC=C(C=C1)NC1C[C@@H]2[C@@H](CN(C2)C(=O)OC(C)(C)C)C1)(F)F tert-Butyl (3aR,5s,6aS)-5-((2'-(trifluoromethyl)-[2,3'-bipyridin]-5-yl)amino)hexahydrocyclopenta[c]pyrrole-2(1H)-carboxylate